2-(4-chloro-phenoxy)-1-methylethyl methylsulfonate CS(=O)(=O)OC(COC1=CC=C(C=C1)Cl)C